pyrazinotriazine N1=NN=CC2=C1N=CC=N2